C12C(C)(C)C(=C)C(CC1)C2 Camphene